tetraoctyl bis[ditridecyl phosphite] C(CCCCCCCCCCCC)P(OCCCCCCCC)(OCCCCCCCC)([O-])CCCCCCCCCCCCC.C(CCCCCCCCCCCC)P(OCCCCCCCC)(OCCCCCCCC)([O-])CCCCCCCCCCCCC